dioctyl thiodipropionate dilaurate C(CCCCCCCCCCC)(=O)O.C(CCCCCCCCCCC)(=O)O.S(CCC(=O)OCCCCCCCC)CCC(=O)OCCCCCCCC